heptadecanemonoene C=CCCCCCCCCCCCCCCC